N1C=NC2=C1C=CC(=C2)N2C(NCC2C2=CC=C(C=C2)OCCC)=O 1-(1H-Benzo[d]imidazol-5-yl)-5-(4-propoxyphenyl)imidazolidin-2-on